5-[4-(Dibutoxymethyl)piperidin-1-yl]pyridine-2-carboxylic acid C(CCC)OC(C1CCN(CC1)C=1C=CC(=NC1)C(=O)O)OCCCC